(1R,2R,3R)-N-(8-amino-7-fluoro-6-(8-methyl-2,3-dihydro-1H-pyrido[2,3-b][1,4]oxazin-7-yl)isoquinolin-3-yl)-2-ethyl-3-(1-methyl-1H-pyrazol-4-yl)cyclopropane-1-carboxamide NC=1C(=C(C=C2C=C(N=CC12)NC(=O)[C@@H]1[C@@H]([C@H]1C=1C=NN(C1)C)CC)C1=C(C2=C(OCCN2)N=C1)C)F